C(C)(C)(C)OC(=O)N(C=1C2=C(N=NC1)C(=C(S2)C[C@@H]2N(CCC2)C(=O)OC(C)(C)C)C)CC=2SC=CC2 tert-butyl (2R)-2-({4-[(tert-butoxycarbonyl)(thiophen-2-ylmethyl)amino]-7-methylthieno[3,2-c]pyridazin-6-yl}methyl)pyrrolidine-1-carboxylate